N-(2-oxo-2,3-dihydro-1H-benzo[d]imidazol-4-yl)propionamide 3,3'-dithiobispropionimidate C(CCSSCCC(O)=N)(O)=N.O=C1NC2=C(N1)C=CC=C2NC(CC)=O